Ethyl 6-(4-chloro-3-methoxyphenyl)-3-cyclopropyl-4-oxo-4,5-dihydropyrazolo[1,5-a]pyrazine-2-carboxylate ClC1=C(C=C(C=C1)C=1NC(C=2N(C1)N=C(C2C2CC2)C(=O)OCC)=O)OC